tert-Butyl allyl(1,3-dioxoisoindolin-2-yl)carbamate C(C=C)N(C(OC(C)(C)C)=O)N1C(C2=CC=CC=C2C1=O)=O